COC(=O)[C@@H]1CC[C@H](CC1)OC=1C=NC(=CC1)C trans-4-(6-Methylpyridin-3-yloxy)-cyclohexanecarboxylic acid methyl ester